(3-amino-4,5-dihydropyrano[3,4-c]pyrazol-2(7H)-yl)(6-fluoro-1,2,3,4-tetrahydroquinolin-4-yl)methanone NC1=C2C(=NN1C(=O)C1CCNC3=CC=C(C=C13)F)COCC2